COC(C=C)=O.C12CC3CC(CC(C1)C3)C2 adamantane (methyl)acrylate